N-[(S)-(4,4-Difluorocyclohexyl){3-[(3R)-4-(3-fluorobicyclo[1.1.1]pentane-1-carbonyl)-morpholin-3-yl]imidazo[1,2-b][1,2,4]triazin-6-yl}methyl]-4-methyl-1,2,5-oxadiazole-3-carboxamide FC1(CCC(CC1)[C@H](NC(=O)C1=NON=C1C)C=1N=C2N(N=CC(=N2)[C@H]2N(CCOC2)C(=O)C23CC(C2)(C3)F)C1)F